bis[2-(3,5-dibromophenyl)ethoxy]-diethylsilane BrC=1C=C(C=C(C1)Br)CCO[Si](CC)(CC)OCCC1=CC(=CC(=C1)Br)Br